Cl.N1C=NC(=C1)C1=CC=C(C=C1)N(C(\C=C\C1=CC(=C(C=C1)OC)O)=O)CC1=CC(=CC=C1)Cl (E)-N-(4-(1H-imidazol-4-yl)phenyl)-N-(3-chlorobenzyl)-3-(3-hydroxy-4-methoxyphenyl)acrylamide hydrochloride